C(C)(C)N1CC(N(CC1)C1=CC=C(C=C1)CCC(=O)O)=O 3-(4-(4-isopropyl-2-oxopiperazin-1-yl)phenyl)propionic acid